1-(5-(1H-imidazol-1-yl)pyridin-2-yl)-3-(6-(4-isopropyl-4H-1,2,4-triazol-3-yl)pyridin-2-yl)urea N1(C=NC=C1)C=1C=CC(=NC1)NC(=O)NC1=NC(=CC=C1)C1=NN=CN1C(C)C